ClC1=C(C=CC=C1)C1=C(C=CC=C1)I 2-chloro-2'-iodo-1,1-biphenyl